NC1=NC(=C(C=2C=CC3=C(C12)OCCO3)OCC3=CC=CC=C3)C(=O)OC Methyl 10-amino-7-(benzyloxy)-2,3-dihydro-[1,4]dioxino[2,3-h]isoquinoline-8-carboxylate